4-((6-(4-chloro-2-fluorobenzyl)-3-fluoropyridin-2-yl)oxy)piperidine-1-carboxylic acid tert-butyl ester C(C)(C)(C)OC(=O)N1CCC(CC1)OC1=NC(=CC=C1F)CC1=C(C=C(C=C1)Cl)F